dichlorosulfoximine ClS(=O)(=N)Cl